O=C(CCC(=O)OC1COCC1F)C 4-fluorooxolan-3-yl 4-oxopentanoate